6-(4-(2-fluoro-5-((4-oxo-3,4-dihydrophthalazin-1-yl)oxy)benzoyl)piperazin-1-yl)nicotinonitrile FC1=C(C(=O)N2CCN(CC2)C2=NC=C(C#N)C=C2)C=C(C=C1)OC1=NNC(C2=CC=CC=C12)=O